FC=1C=C(C=C(C1)F)C1CC=NN1C(=O)C1CCN(CC1)C1=NC=CC(=C1)C1=C(C=CC(=C1)OCCCCO)F (5-(3,5-difluorophenyl)-4,5-dihydro-1H-pyrazol-1-yl)(1-(4-(2-fluoro-5-(4-hydroxybutoxy)phenyl)pyridin-2-yl)piperidin-4-yl)methanone